(E)-6-(((4,5-dichlorothiazol-2-yl)methylene)amino)quinazolin-4(3H)-one ClC=1N=C(SC1Cl)\C=N\C=1C=C2C(NC=NC2=CC1)=O